[Cl-].O1COC2=C1C=CC(=C2)C2=CC=C1C=C(NC1=C2)C(=O)NC[C@H](CCCN)N (S)-5-(6-(benzo[d][1,3]dioxol-5-yl)-1H-indole-2-carboxamido)pentane-1,4-diamine chloride